4-methyl-2-(methylsulfinyl)-4,6-dihydro-5H-thiazolo[5',4':4,5]pyrrolo[2,3-d]pyridazin-5-one CN1C2=C(C3=C1C(NN=C3)=O)SC(=N2)S(=O)C